(rac)-6-(8-chloro-5,6,7,8-tetrahydroisoquinolin-4-yl)-1-methyl-3,4-dihydroquinolin-2(1H)-one Cl[C@@H]1CCCC=2C(=CN=CC12)C=1C=C2CCC(N(C2=CC1)C)=O |r|